C=CCCCCCCCCC(C(CCCCCCCCC=C)O)O docosa-1,21-diene-11,12-diol